lithium tributyl-tin C(CCC)[Sn](CCCC)CCCC.[Li]